rac-(5R,6R)-8-(1-(2,2-difluoroethyl)-1H-pyrazolo[3,4-b]pyrazin-6-yl)-6-methyl-2-(6-(trifluoromethyl)pyridin-2-yl)-2,8-diazaspiro[4.5]decan-1-one FC(CN1N=CC=2C1=NC(=CN2)N2C[C@@H]([C@]1(CCN(C1=O)C1=NC(=CC=C1)C(F)(F)F)CC2)C)F |r|